BrC=1C(=NC(=NC1)NC1=C(C=C(C(=C1)OC)N1CCC(CC1)N1CCN(CC1)C)C)NC1=C(SC=C1)C(C)(C)O 2-(3-((5-Bromo-2-((5-methoxy-2-methyl-4-(4-(4-methylpiperazin-1-yl)piperidin-1-yl)Phenyl)amino)pyrimidin-4-yl)amino)thiophen-2-yl)propan-2-ol